C(C=C)(=O)N1N=CC(=C1)C#CCN(C(=O)[C@H]1N(CCC1)C1=NC(=CC(=C1C#N)C(F)(F)F)C)C1=CC=C(C=C1)F (S)-N-(3-(1-propenoyl-1H-pyrazol-4-yl)prop-2-yn-1-yl)-1-(3-cyano-6-methyl-4-(trifluoromethyl)pyridin-2-yl)-N-(4-fluorophenyl)pyrrolidine-2-carboxamide